C(#N)CCCC[Si](F)(C)C (4-cyanobutyl)dimethylfluorosilane